ClC1=CC=C(C=C1)/C=C/C(=O)C1=C(C=CC=C1OCC1=CC=CC=C1)O (E)-3-(4-Chlorophenyl)-1-(2-hydroxy-6-phenylmethoxyphenyl)prop-2-en-1-one